3-Hydroxycyclobutyl(8-amino-7-fluoro-6-(4-methyl-6,6a,7,7a-tetrahydro-5H-cyclopropa[c][1,5]naphthyridin-3-yl)isoquinolin-3-yl)carbamate OC1CC(C1)N(C([O-])=O)C=1N=CC2=C(C(=C(C=C2C1)C1=CN=C2C3C(CNC2=C1C)C3)F)N